OCCN(CCO)CCC(=O)OCCO N,N-bis(2-hydroxyethyl)-2-(2-hydroxyethoxycarbonyl)ethylamine